FC1=C(C=CC(=C1)Cl)N1C(N2N(CCCC2)C1=O)=O 2-(2-fluoro-4-chlorophenyl)tetrahydro-1H-[1,2,4]triazolo[1,2-a]pyridazin-1,3(2H)-dione